acryl-oxymethylmethyldiethoxysilan C(=O)(C=C)OC[Si](OCC)(OCC)C